BrC1=C(C=CC(=C1)OC)C(CCC=C)NC1=CC=C(C=C1)OC N-(1-(2-bromo-4-methoxyphenyl)pent-4-en-1-yl)-4-methoxyaniline